(6-benzyloxy-6-oxo-hexyl)-(3-trimethylsilyl-prop-2-ynyl)phosphinic acid C(C1=CC=CC=C1)OC(CCCCCP(O)(=O)CC#C[Si](C)(C)C)=O